5-Hydroxy-6-(5H-imidazo[5,1-a]isoindol-5-yl)-2-azaspiro[3.4]octan-2-sulfonamid OC1C2(CN(C2)S(=O)(=O)N)CCC1C1N2C(C3=CC=CC=C13)=CN=C2